N-(1-ethoxy-3-(1H-indol-3-yl)propane-2-yl)-6-(4-methylpiperazin-1-yl)benzo[b]-thiophene-2-carboxamide C(C)OCC(CC1=CNC2=CC=CC=C12)NC(=O)C1=CC2=C(S1)C=C(C=C2)N2CCN(CC2)C